ClC1=CC=C(CN2C(N3C(C4=C2C=C(C=N4)N4CCOCC4)=NCC3C(=O)N3CCOCC3)=O)C=C1 6-(4-chlorobenzyl)-8-(morpholin-4-yl)-3-(morpholin-4-ylcarbonyl)-2,6-dihydroimidazo[1,2-c]pyrido[2,3-e]pyrimidin-5(3H)-one